benzyl {[(2R,3S)-2-methyl-2,3-dihydrothiophen-3-yl]amino}methanoate C[C@H]1SC=C[C@@H]1NC(=O)OCC1=CC=CC=C1